C([2H])([2H])([2H])N[C@]1(C(CCCC1)=O)C1=CC=CC=C1 (S)-2-((methyl-d3)amino)-2-phenylcyclohexan-1-one